C(C1=CC=CC=C1)[C@@H]1N(C(OC1)=O)C([C@@H](CC1=CC=C(C=C1)Br)[C@@H]1CN(CC1)C(=O)OC(C)(C)C)=O tert-butyl (R)-3-((S)-1-((S)-4-benzyl-2-oxooxazolidin-3-yl)-3-(4-bromophenyl)-1-oxopropan-2-yl)pyrrolidine-1-carboxylate